N=1C=CN2C1C=CC(=C2)C2=C(N=C(S2)N)C2=CC(=CC=C2)C(F)(F)F 5-(imidazo[1,2-a]pyridin-6-yl)-4-(3-(trifluoromethyl)phenyl)thiazol-2-amine